ClC1=CC=C2[C@@]3(C(NC2=C1)=O)C1(N[C@H]([C@@H]3C3=C(C(=CC=C3)Cl)F)C(=O)NC3CCN(CC3)C(=O)OC(C)(C)C)CCCCC1 tert-butyl 4-((3'R,4'S,5'R)-6''-chloro-4'-(3-chloro-2-fluorophenyl)-2''-oxodispiro[cyclohexane-1,2'-pyrrolidine-3',3''-indoline]-5'-carboxamido)piperidine-1-carboxylate